CCCC(=O)O[C@@H]1[C@@H]([C@@H]([C@H](C2=CC(=C(C(=C2C3=C(C4=C(C=C13)OCO4)OC)OC)OC)OC)OC(=O)/C(=C\\C)/C)C)C The molecule is a lignan with a dibenzocyclooctadiene skeleton isolated from Kadsura ananosma. It has a role as a metabolite and a plant metabolite. It is an aromatic ether, a butyrate ester, an enoate ester, a lignan, an organic heterotetracyclic compound and an oxacycle. It derives from an angelic acid.